C(C)N(\C(\NCCCC[C@@H](C(=O)O)NC(=O)OCC1C2=CC=CC=C2C=2C=CC=CC12)=N/S(=O)(=O)C=1C(=C(C2=C(CC(O2)(C)C)C1C)C)C)CC (2S)-6-[(Z)-N',N'-diethyl-N''-[(2,2,4,6,7-pentamethyl-2,3-dihydro-1-benzofuran-5-yl)sulfonyl]carbamimidamido]-2-({[(9H-fluoren-9-yl)methoxy]carbonyl}amino)hexanoic acid